Undecane-3-carboxylic acid ethyl ester C(C)OC(=O)C(CC)CCCCCCCC